2,4-bis(4-toluenesulfonyl)phenol CC1=CC=C(C=C1)S(=O)(=O)C1=C(C=CC(=C1)S(=O)(=O)C1=CC=C(C)C=C1)O